6-{[(1R,2R)-2-Hydroxycyclohexyl]amino}-8-({6-[4-(2-methylpropanoyl)piperazin-1-yl]pyridin-2-yl}amino)imidazo[1,2-b]pyridazin-3-carbonitril O[C@H]1[C@@H](CCCC1)NC=1C=C(C=2N(N1)C(=CN2)C#N)NC2=NC(=CC=C2)N2CCN(CC2)C(C(C)C)=O